NC=1C=CC(=C(C(=O)OC)C1)C=1C=NN(C1)C1CCCCC1 Methyl 5-amino-2-(1-cyclohexyl-1H-pyrazol-4-yl)benzoate